1-Methyl-2-(6-trifluoromethoxy-benzothiazol-2-ylamino)-1H-benzoimidazole-5-carboxylic acid [2-(4-methoxymethyl-piperidin-1-yl)-2-oxo-ethyl]-amide COCC1CCN(CC1)C(CNC(=O)C1=CC2=C(N(C(=N2)NC=2SC3=C(N2)C=CC(=C3)OC(F)(F)F)C)C=C1)=O